CC1(NCCC(CCC1)(C)C)C 2,2,6,6-tetramethylazacyclooctane